tert-Butyl (2S,3R)-3-[(ethanesulfonyl)amino]-4,4-difluoro-2-({2-fluoro-3-[1-(3-methyl-1-oxido-pyridin-1-ium-2-yl)ethyl]phenyl}methyl)pyrrolidine-1-carboxylate C(C)S(=O)(=O)N[C@@H]1[C@@H](N(CC1(F)F)C(=O)OC(C)(C)C)CC1=C(C(=CC=C1)C(C)C1=[N+](C=CC=C1C)[O-])F